(2-fluoro-6-(imidazo[1,2-a]pyridin-2-yl)-3-methoxyphenyl)methanamine FC1=C(C(=CC=C1OC)C=1N=C2N(C=CC=C2)C1)CN